t-butoxycarbonyl-L-lysine anhydride C(C)(C)(C)OC(=O)N[C@@H](CCCCN)C(=O)OC([C@@H](NC(=O)OC(C)(C)C)CCCCN)=O